R-benzenesulfonic acid C1(=CC=CC=C1)S(=O)(=O)O